C(C)S(=O)(=O)N[C@@H]1[C@@H](N(CC1)C(=O)OC(C)(C)C)CC=1C=C(C=CC1)C1=CC(=CC=C1)F tert-butyl (2S,3S)-3-((ethylsulfonyl)amino)-2-((3'-fluoro[biphenyl]-3-yl)methyl)pyrrolidine-1-carboxylate